N1=CC=C(C2=CC=CC=C12)N1CCN(CC1)[C@@H]1N(CCC1C(=O)N1CCCC1)S(=O)(=O)C=1C(=NN(C1C)C)C (R)-(4-(quinolin-4-yl)piperazin-1-yl)(1-pyrrolidin-1-yl)(1-((1,3,5-trimethyl-1H-pyrazole-4-yl)sulfonyl)pyrrolidin-3-yl)methanone